ClC1=C(C(=O)NC2=CC(=NN2C2=CC=CC=C2)C(=O)NCC2(CCN(CC2)CCCCCCCCN2CCN(CC2)C2=CC=C(C=C2)NC2C(NC(CC2)=O)=O)O)C=C(C(=C1)Cl)C1=NC=CC=C1 5-[[2,4-dichloro-5-(2-pyridyl)benzoyl]amino]-N-[[1-[8-[4-[4-[(2,6-dioxo-3-piperidyl)amino]phenyl]piperazin-1-yl]octyl]-4-hydroxy-4-piperidyl]methyl]-1-phenyl-pyrazole-3-carboxamide